O=C1N(C(CCC1N1C(N(C2=C1C=CC(=C2)N2CCC(CC2)C=O)C)=O)=O)COCC[Si](C)(C)C 1-[1-(2,6-Dioxo-1-{[2-(trimethylsilyl)ethoxy]methyl}piperidin-3-yl)-3-methyl-2-oxo-1,3-benzodiazol-5-yl]piperidine-4-carbaldehyde